2-[4-[[Tert-butyl(diphenyl)silyl]oxymethyl]cyclohexoxy]acetic acid [Si](C1=CC=CC=C1)(C1=CC=CC=C1)(C(C)(C)C)OCC1CCC(CC1)OCC(=O)O